1-cyclopropyl-3-(methoxymethyl)-3,5-dimethyl-7H-pyrrolo[3,2-g]phthalazine-2,8-dione C1(CC1)N1C(C(C=2C=C3C(=NNC(C3=CC21)=O)C)(C)COC)=O